NC=1C2=C(N=CN1)N(C(=C2C2=NC(=C(C=C2)Cl)OC)C#CC2CN(C2)C2C[C@H](N(CC2)C(C=C)=O)CO)C 1-((2S)-4-(3-((4-amino-5-(5-chloro-6-methoxypyridin-2-yl)-7-methyl-7H-pyrrolo[2,3-d]pyrimidin-6-yl)ethynyl)azetidin-1-yl)-2-(hydroxymethyl)piperidin-1-yl)prop-2-en-1-one